2-[[4-[6,7-dichloro-3-(1-tetrahydropyran-2-ylpyrazol-4-yl)indol-1-yl]triazol-2-yl]methoxy]ethyl-trimethyl-silane ClC1=CC=C2C(=CN(C2=C1Cl)C1=NN(N=C1)COCC[Si](C)(C)C)C=1C=NN(C1)C1OCCCC1